C(C)C([C@@H]1[C@H]([C@H]([C@@H](O1)C=1NC=C(N1)C(=O)N)O)O)O 5-ethyl-l-beta-d-ribo-furanosylimidazole-4-carboamide